N,N-dimethylneodecanoamide CN(C(CCCCCC(C)(C)C)=O)C